N-(3-hydroxybenzyl)-4-(1-(cyclopropanecarbonyl)indolin-5-yl)-5-methylthiazole-2-carboxamide OC=1C=C(CNC(=O)C=2SC(=C(N2)C=2C=C3CCN(C3=CC2)C(=O)C2CC2)C)C=CC1